tert-butyl-6-((8-fluoro-7-(3-hydroxynaphthalen-1-yl)-2-(((S)-1-methylpyrrolidin-2-yl)methoxy)pyrido[4,3-d]pyrimidin-4-yl)amino)-3-azabicyclo[3.1.0]hexane C(C)(C)(C)C12CNCC2C1NC=1C2=C(N=C(N1)OC[C@H]1N(CCC1)C)C(=C(N=C2)C2=CC(=CC1=CC=CC=C21)O)F